4-(4-fluoro-1,3-benzothiazol-2-yl)-1H,4H,5H,6H,7H-imidazo[4,5-c]pyridine FC1=CC=CC2=C1N=C(S2)C2NCCC1=C2N=CN1